N-(3-(1H-pyrazol-1-yl)benzyl)-N-(3-methoxybenzyl)thiazol-2-amine N1(N=CC=C1)C=1C=C(CN(C=2SC=CN2)CC2=CC(=CC=C2)OC)C=CC1